sodium dichlorobenzazole ClC1=C(NC2=C1C=CC=C2)Cl.[Na]